β-bromophenylethane C1=CC=C(C=C1)CCBr